C(#N)C=1C(=NC(=NC1)C=1C=NN(C1)C)N1[C@@H]2CN([C@H](C1)C2)C(=O)OC(C)(C)C tert-butyl (1S,4S)-5-(5-cyano-2-(1-methyl-1H-pyrazol-4-yl)pyrimidin-4-yl)-2,5-diazabicyclo[2.2.1]heptane-2-carboxylate